7-(4-(dimethylamino)but-1-yn-1-yl)-6-methoxy-2-(piperidine-1-yl)-N-(2-(pyrrolidine-1-yl)ethyl)quinazolin-4-amine CN(CCC#CC1=C(C=C2C(=NC(=NC2=C1)N1CCCCC1)NCCN1CCCC1)OC)C